C12(CC3CC(CC(C1)C3)C2)P(C2=C(C(=CC=C2OC)OC)C2=C(C=C(C=C2C(C)C)C(C)C)C(C)C)C23CC1CC(CC(C2)C1)C3 2-(di-1-adamantylphosphino)-3,6-dimethoxy-2',4',6'-triisopropyl-1,1'-biphenyl